tetrahydropyrrole-1-carboxylic acid-2-methylpropan-yl ester CC(COC(=O)N1CCCC1)C